C1OCC12CC(C2)N2N=C(C=C2C(F)(F)F)NC=2N(C=1C(=NC=C(C1Cl)OC=1C=NN3C1C(=NC=C3)OCCOC)N2)C N-(1-(2-oxaspiro[3.3]heptan-6-yl)-5-(trifluoromethyl)-1H-pyrazol-3-yl)-7-chloro-6-((4-(2-methoxyethoxy)pyrazolo[1,5-a]pyrazin-3-yl)oxy)-1-methyl-1H-imidazo[4,5-b]pyridin-2-amine